CC1CC(C1)(C1=NN=CN1C)C=1C=C(C=CC1)N1C(C2=C(C(=C1)C(F)(F)F)C=C(N2S(=O)(=O)C2=CC=C(C=C2)C)C=O)=O 6-[3-[3-methyl-1-(4-methyl-1,2,4-triazol-3-yl)cyclobutyl]phenyl]-7-oxo-1-(p-tolylsulfonyl)-4-(trifluoromethyl)pyrrolo[2,3-c]pyridine-2-carbaldehyde